F[C@H]1CN(C[C@@H]1F)C=1C=2N(N=C(C1)C=1C(=NC(=NC1)OC)OC)C=CN2 8-[(3S,4S)-3,4-difluoropyrrolidin-1-yl]-6-(2,4-dimethoxypyrimidin-5-yl)imidazo[1,2-b]pyridazine